C(CC)OCOCCCC(CC(CC(CC(CC(CC(CC(CCCBr)C)C)C)C)C)C)C 19-bromo-4,6,8,10,12,14,16-heptamethylnonadecyl propyloxymethyl ether